(S)-5-bromo-4-fluoro-2,3-dihydrospiro[indene-1,4'-oxazolidine]-2'-one BrC=1C(=C2CC[C@]3(NC(OC3)=O)C2=CC1)F